(1r,2S,5S)-3-(2-((2,2-difluoropropyl)amino)-2-oxoacetyl)-6,6-dimethyl-N-((S)-3-oxo-1-((S)-2-oxopyrrolidin-3-yl)-4-(trifluoromethoxy)butan-2-yl)-3-azabicyclo[3.1.0]hexane-2-carboxamide FC(CNC(C(=O)N1[C@@H]([C@H]2C([C@H]2C1)(C)C)C(=O)N[C@@H](C[C@H]1C(NCC1)=O)C(COC(F)(F)F)=O)=O)(C)F